(4-methylcyclohex-3-en-1-yl)propan CC1=CCC(CC1)CCC